O1CCN(CC1)CCCCCCSC methyl 6-morpholinohexyl sulfide